C1(CC1)C1=NC=CC=N1 2-cyclopropylpyrimidin